CC=1C=C(C(=O)NC2C(C3=C(NC2=O)N(N=C3C)C3=CC=CC=C3)C3=CC=C(C=C3)C)C=CC1 3-Methyl-N-(3-methyl-6-oxo-1-phenyl-4-(p-tolyl)-4,5,6,7-tetrahydro-1H-pyrazolo[3,4-b]pyridin-5-yl)benzamide